CC(CN1CC2=CC=C(C=C2C1)S(=O)(=O)N1CC2(CCC2)CC1C)C 2-methyl-1-(5-((7-methyl-6-azaspiro[3.4]octan-6-yl)sulfonyl)isoindolin-2-yl)propan